F[C@H]1CN(CC[C@H]1OC)C1=NC=CC(=N1)NC=1N=CC2=C(C=CC(=C2C1)[C@H]1COCC[C@H]1NC(C=C)=O)N1CC(C1)CS(=O)(=O)C N-((3R,4R)-3-(3-((2-((3S,4R)-3-fluoro-4-methoxypiperidin-1-yl)pyrimidin-4-yl)amino)-8-(3-((methylsulfonyl)methyl)azetidin-1-yl)isoquinolin-5-yl)tetrahydro-2H-pyran-4-yl)acrylamide